O=C(C(=O)O)NC=1C=C2C(=NC1)C=NN2COCC[Si](C)(C)C 2-oxo-2-[[1-(2-trimethylsilylethoxymethyl)pyrazolo[4,3-b]pyridin-6-yl]amino]acetic acid